lithium bis(trimethylsilyl)aminoxide C[Si](C)(C)N([O-])[Si](C)(C)C.[Li+]